2-(3,4-dihydroxyphenyl)-3,7-dihydroxy-4H-1-benzopyran-4-one OC=1C=C(C=CC1O)C=1OC2=C(C(C1O)=O)C=CC(=C2)O